O1C(CC=C1)=O (2H)-furanone